diethyl(fluoro)(ethynyl)silane C(C)[Si](C#C)(F)CC